[Nd].CC(C(C(C(C)(C)C)=O)=O)CCC.CC(C(C(C(C)(C)C)=O)=O)CCC.CC(C(C(C(C)(C)C)=O)=O)CCC tri(tetramethyl-heptanedione) neodymium